C1=C(NC(=O)NC1=O)C(=O)[O-] The molecule is a pyrimidinecarboxylate anion. It has a role as a human metabolite and a Saccharomyces cerevisiae metabolite. It derives from a uracil. It is a conjugate base of an orotic acid.